C1(CC1)N1N=CC(=C1)NC1=NC(=C2C(=N1)NN=C2)N[C@H]2CN(CCC2)C(C=C)=O (R)-1-(3-((6-((1-cyclopropyl-1H-pyrazol-4-yl)amino)-1H-pyrazolo[3,4-d]pyrimidin-4-yl)amino)piperidin-1-yl)prop-2-en-1-one